O=C(C=C)N1C(C=CCC1)=O 3-oxo-3-(2-oxo-5,6-dihydropyridin-1(2H)-yl)prop-1-en